CC1(C\C(\C=C(C1)NCC(=O)OCC)=N/C1=CC=C(C=C1)N1CCOCC1)C Ethyl 2-[[(3E)-5,5-dimethyl-3-(4-morpholinophenyl)imino-cyclohexen-1-yl]amino]acetate